1,3-dimethyl-5-(7-(1-methyl-1H-pyrazol-4-yl)-1,1-dioxido-2,3-dihydro-4H-pyrido[4,3-b][1,4]Thiazin-4-yl)-7-morpholinoquinolin-2(1H)-one CN1C(C(=CC2=C(C=C(C=C12)N1CCOCC1)N1C2=C(S(CC1)(=O)=O)C=C(N=C2)C=2C=NN(C2)C)C)=O